OC1=C(CC2=COC3=C(C=C(C=C3C2=O)OC)OC)C=CC=C1 3-(2-hydroxybenzyl)-6,8-dimethoxy-4H-chromen-4-one